C1(C(C1=C(C#N)C1=C(C(=C(C#N)C(=C1F)F)F)F)=C(C#N)C1=C(C(=C(C#N)C(=C1F)F)F)F)=C(C#N)C1=C(C(=C(C#N)C(=C1F)F)F)F 4,4',4''-((1E,1'E,1''E)-cyclopropane-1,2,3-triylidenetris(cyanomethaneylylidene))tris(2,3,5,6-tetrafluorobenzonitrile)